C(C1=CC=CC=C1)(=O)OC(S(NC1=CC=C2CCCN(C2=C1)S(=O)(=O)C1=CC=C(C=C1)F)(=O)=O)C methyl-((N-(1-((4-fluorophenyl) sulfonyl)-1,2,3,4-tetrahydroquinolin-7-yl) sulfamoyl) methyl) benzoate